tert-butyl (3R)-4-benzyl-3-formyl-piperazine-1-carboxylate C(C1=CC=CC=C1)N1[C@H](CN(CC1)C(=O)OC(C)(C)C)C=O